O1CCC(CC1)CCS(=O)(=O)O.N1=CC=C(C=C1)N1CCNCC1 N-(4-pyridyl)piperazine (tetrahydro-2H-pyran-4-yl)methyl-methanesulfonate